3-[3-(2-Chloro-6-methyl-4-pyridyl)-5-(piperazine-1-carbonyl)pyrazolo[1,5-a]pyrimidin-2-yl]benzonitrile ClC1=NC(=CC(=C1)C=1C(=NN2C1N=C(C=C2)C(=O)N2CCNCC2)C=2C=C(C#N)C=CC2)C